1-((3aR,5s,6aS)-5-((3-cyclopentylbenzyl)oxy)octahydrocyclopenta[c]pyrrole-2-carbonyl)-1H-pyrazole-3-carboxylic acid tert-butyl ester C(C)(C)(C)OC(=O)C1=NN(C=C1)C(=O)N1C[C@@H]2[C@H](C1)CC(C2)OCC2=CC(=CC=C2)C2CCCC2